N1(CCCCC1)C=1NC=CC=CC1 Azacyclohexylazepine